2-({2-methyl-5-[(4-methyl-1,3-thiazol-5-yl)methoxy]furo[2,3-c]pyridin-3-yl}formamido)propanamide CC1=C(C=2C(=CN=C(C2)OCC2=C(N=CS2)C)O1)C(=O)NC(C(=O)N)C